C1(CC1)C1=C(N)C=CC=C1OC 2-cyclopropyl-3-methoxyaniline